C(C1=CC=CC=C1)N1C[C@@H](N[C@H](C1)C)COCC1=CC=CC=C1 (2R,6S)-4-benzyl-2-((benzyloxy)methyl)-6-methylpiperazin